N1(N=CN=C1)C[C@@]1(C[C@H](CO1)COC1=C(C=C(C=C1)N1CCN(CC1)C1=CC=C(C(=O)NC2=CC=C(C=C2)F)C=C1)F)C1=C(C=C(C=C1)F)F 4-(4-(4-(((3R,5R)-5-((1H-1,2,4-triazol-1-yl)methyl)-5-(2,4-difluorophenyl)tetrahydrofuran-3-yl)methoxy)-3-fluorophenyl)piperazin-1-yl)-N-(4-fluorophenyl)benzamide